(R)-2-(benzofuran-3-yl)-1-((4-methyl-2-nitrophenyl)methylsulfonyl)ethylboronic acid O1C=C(C2=C1C=CC=C2)C[C@H](S(=O)(=O)CC2=C(C=C(C=C2)C)[N+](=O)[O-])B(O)O